Disulfanediylbis(3,1-phenylene) diacrylate C(C=C)(=O)OC1=CC(=CC=C1)SSC=1C=C(C=CC1)OC(C=C)=O